8-(5-(2-hydroxy-4-(trifluoro-methyl)phenyl)pyrido[2,3-d]-pyridazin-8-yl)-3-methyl-1-oxa-3,8-diazaspiro[4.5]decan-2-one OC1=C(C=CC(=C1)C(F)(F)F)C1=C2C(=C(N=N1)N1CCC3(CN(C(O3)=O)C)CC1)N=CC=C2